(R)-3-(3-(benzyloxy)-2,4-difluoro-5-(trifluoromethyl)phenyl)-6-(2-benzylpiperazin-1-yl)-1-methyl-1H-pyrazolo[3,4-d]pyrimidine hydrochloride Cl.C(C1=CC=CC=C1)OC=1C(=C(C=C(C1F)C(F)(F)F)C1=NN(C2=NC(=NC=C21)N2[C@@H](CNCC2)CC2=CC=CC=C2)C)F